[Na+].[Na+].C(CCCCCCC)C(C(=O)[O-])(CC(=O)O)S(=O)(=O)[O-] monooctyl-sulfosuccinic acid disodium salt